C(C)P(C1=CC=C(N(C)C)C=C1)CC 4-(diethylphosphino)-N,N-dimethylaniline